methyl (S)-4-(((2-((tert-butoxycarbonyl)(octyl) amino)-3-(hexylamino)-3-oxopropyl)amino)methyl)benzoate C(C)(C)(C)OC(=O)N([C@@H](CNCC1=CC=C(C(=O)OC)C=C1)C(=O)NCCCCCC)CCCCCCCC